5-(6-(3-(trifluoromethoxy)phenyl)pyridin-3-yl)cyclohexane-1,3-dione FC(OC=1C=C(C=CC1)C1=CC=C(C=N1)C1CC(CC(C1)=O)=O)(F)F